FC(C(=O)OC1=C(C(=C(C(=C1F)F)F)F)F)(F)F 2,3,4,5,6-pentafluorophenyl 2,2,2-trifluoroacetate